tert-butyl ((R)-1-((1r,4R)-4-((2-phenyl-1-((2-(trimethylsilyl)ethoxy)methyl)-1H-pyrrolo-[2,3-b]pyridin-4-yl)carbamoyl)cyclohexyl)ethyl)carbamate C1(=CC=CC=C1)C1=CC=2C(=NC=CC2NC(=O)C2CCC(CC2)[C@@H](C)NC(OC(C)(C)C)=O)N1COCC[Si](C)(C)C